(E)-3-(4-hydroxyphenyl)-1-(2,4,6-trihydroxyphenyl)prop-2-en-1-one OC1=CC=C(C=C1)/C=C/C(=O)C1=C(C=C(C=C1O)O)O